BrC=1C(=NC(=CC1)C(=O)OC)OC[C@@H]1CN(CCN1)C(=O)OC(C)(C)C (S)-tert-butyl 3-(((3-bromo-6-(methoxycarbonyl)pyridin-2-yl)oxy)methyl)piperazine-1-carboxylate